4-(6-(3,6-diazabicyclo[3.1.1]heptan-3-yl)pyridin-3-yl)-6-((R)-2-hydroxypropoxy)-1-methyl-1H-indazol-3-carbonitrile C12CN(CC(N1)C2)C2=CC=C(C=N2)C2=C1C(=NN(C1=CC(=C2)OC[C@@H](C)O)C)C#N